4-[7-(cyclopropylmethoxy)-[1,2,4]triazolo[1,5-a]pyridin-5-yl]benzonitrile C1(CC1)COC1=CC=2N(C(=C1)C1=CC=C(C#N)C=C1)N=CN2